C(C)(C)S(=O)(=O)C=1C=C(OC[C@H](CN[C@H]2COC3(C2)CCN(CC3)S(=O)(=O)C=3C=C2C=CC=NC2=CC3)O)C=CC1 (S)-1-(3-(isopropylsulfonyl)phenoxy)-3-((R)-8-(quinolin-6-ylsulfonyl)-1-oxa-8-azaspiro[4.5]decan-3-ylamino)propan-2-ol